ClC1=NN2C(C(=N1)Cl)=NC=C2C 2,4-dichloro-7-methylimidazo[2,1-f][1,2,4]triazine